(2-(Dimethylamino)-2-oxoethyl)zinc(II) bromide [Br-].CN(C(C[Zn+])=O)C